ClC1=C(C=CC(=C1)Cl)\C=1\CCCC2=C(/C1/C1=CC=C(C=C1)O[C@H]1CN(CC1)CC=CC(=O)N(C)C)C=CC(=C2)C(=O)O (R,E)-8-(2,4-dichlorophenyl)-9-(4-((1-(4-(dimethylamino)-4-oxobut-2-en-1-yl)pyrrolidin-3-yl)oxy)phenyl)-6,7-dihydro-5H-benzo[7]annulene-3-carboxylic acid